C1(CC1)[C@]1(C(N(C[C@H]1C)C=1C=2N(N=CC1)C=C(C2)C=2C=NC=C(C2)OC(F)F)=O)C#N (3R,4S)-3-cyclopropyl-1-[6-[5-(difluoromethoxy)pyridin-3-yl]pyrrolo[1,2-b]pyridazin-4-yl]-4-methyl-2-oxopyrrolidine-3-carbonitrile